6-Chloro-1-isobutyl-1H-[1,2,3]triazolo[4,5-c]pyridine ClC1=CC2=C(C=N1)N=NN2CC(C)C